CC1=NN=NN1 methyl-tetrazole